tertbutyl (3S)-3-methyl-4-{4-[(3-methyl-4-{[1,2,4]triazolo[1,5-a]pyridin-7-ylmethyl}phenyl)amino]pyrido[3,2-d]pyrimidin-6-yl}piperazine-1-carboxylate C[C@H]1CN(CCN1C=1C=CC=2N=CN=C(C2N1)NC1=CC(=C(C=C1)CC1=CC=2N(C=C1)N=CN2)C)C(=O)OC(C)(C)C